2-chloro-N-(furan-2-ylmethyl)benzamide ClC1=C(C(=O)NCC=2OC=CC2)C=CC=C1